Cl.CN1CCN(CC1)C1=CN=CC(=N1)C(=O)N[C@H](C)C1=CC=CC2=CC=CC=C12 6-(4-methylpiperazin-1-yl)-N-[(1R)-1-(1-naphthyl)ethyl]pyrazine-2-carboxamide hydrochloride